CC(CO)(CCCC)O 2-methyl-1,2-hexanediol